1-chloro-6,7-dimethoxy-4-(trifluoromethyl)phthalazine ClC1=NN=C(C2=CC(=C(C=C12)OC)OC)C(F)(F)F